O1C2(OCC1)CCC=1N(C3=CC=CC=C3C1C2)CCCN(C)C 3-(1,2-dihydrospiro[carbazole-3,2'-[1,3]dioxolan]-9(4H)-yl)-N,N-dimethylpropane-1-amine